BrC1=C(C=CC=C1)C1=CC(=CC=C1)N(C)C 2'-bromo-N,N-dimethyl-[1,1'-biphenyl]-3-amine